3-(2-(4-(((1H-benzo[d]imidazol-6-yl)methyl)(3-methoxybenzyl)amino)benzyloxy)ethoxy)-N,N-dimethylaniline N1C=NC2=C1C=C(C=C2)CN(C2=CC=C(COCCOC=1C=C(N(C)C)C=CC1)C=C2)CC2=CC(=CC=C2)OC